7-((R)-1-hydroxypropan-2-yl)-1-(1H-indol-3-yl)-6,7-dihydro-3H-oxazolo[3,4-a]Pyrazine-5,8-dione OC[C@@H](C)N1C(C=2N(C(C1)=O)COC2C2=CNC1=CC=CC=C21)=O